(5-(4,4-difluoropiperidin-1-yl)-3-methyl-[1,2,4]triazolo[4,3-c]pyrimidin-7-yl)-4-(2-hydroxyethylsulfonylamino)-2-(6-azaspiro[2.5]oct-6-yl)benzamide FC1(CCN(CC1)C1=NC(=CC=2N1C(=NN2)C)C=2C(=C(C(=O)N)C=CC2NS(=O)(=O)CCO)N2CCC1(CC1)CC2)F